OCCCOC=1C(=C(C2=CC=CC=C2C1)C1=CC=CC2=CC=CC=C12)OCCCO bis(3-hydroxypropoxy)-1,1'-binaphthalene